1-(2-methoxyethyl)-2-((4-(6-((4-(methylsulfonyl)benzyl)oxy)pyridin-2-yl)piperidin-1-yl)methyl)-1H-benzo[d]imidazole-6-carboxylic acid COCCN1C(=NC2=C1C=C(C=C2)C(=O)O)CN2CCC(CC2)C2=NC(=CC=C2)OCC2=CC=C(C=C2)S(=O)(=O)C